(R)-5-chloro-3-((S,1E,3E)-3,5-dimethylhepta-1,3-dien-1-yl)-2-(4'-fluoro-[1,1'-biphenyl]-4-yl)-7-methyl-6,8-dioxo-2,6,7,8-tetrahydroisoquinolin-7-yl acetate C(C)(=O)O[C@]1(C(C(=C2C=C(N(C=C2C1=O)C1=CC=C(C=C1)C1=CC=C(C=C1)F)\C=C\C(=C\[C@H](CC)C)\C)Cl)=O)C